5-3-aminoallyl-uracil NC=CCC=1C(NC(NC1)=O)=O